FC(CN1N=NC2=C1C=C(C=C2)C=2C(=CN1N=C(N=C(C12)OC)N[C@@H]1[C@@H](CN(CC1)C1COC1)F)F)F 5-(1-(2,2-difluoroethyl)-1H-benzo[d][1,2,3]triazol-6-yl)-6-fluoro-N-((3R,4S)-3-fluoro-1-(oxetan-3-yl)piperidin-4-yl)-4-methoxypyrrolo[2,1-f][1,2,4]triazin-2-amine